C(C1=CC=CC=C1)OC1=C2CCN(CC2=CC=C1OC)C1=NC=NC2=CC=CC=C12 5-(benzyloxy)-6-methoxy-2-(quinazolin-4-yl)-1,2,3,4-tetrahydroisoquinoline